C(C1=CC=CC=C1)OC1=CC(=NC2=CC=NC(=C12)C1=CC(=NC=C1)OCC1=CC=CC=C1)C=1C(=NC=C(C1C)C(F)(F)F)OC1=C(C(=C(C=C1)F)F)C 4-benzyloxy-5-(2-benzyloxy-4-pyridyl)-2-[2-(3,4-difluoro-2-methyl-phenoxy)-4-methyl-5-(trifluoromethyl)-3-pyridyl]-1,6-naphthyridine